7-(benzylthio)pyrrolo[1,2-a]quinoxalin-4(5H)-one C(C1=CC=CC=C1)SC=1C=C2NC(C=3N(C2=CC1)C=CC3)=O